OC1=CC2=C(N(C(O2)=O)C2C(N(C(CC2)=O)C(=O)OC(C)(C)C)=O)C=C1 tert-Butyl 3-(6-hydroxy-2-oxobenzo[d]oxazol-3(2H)-yl)-2,6-dioxopiperidine-1-carboxylate